C(#C)[C@@H](CC(C)C)NC(OC(C)(C)C)=O tert-butyl N-[(1R)-1-ethynyl-3-methyl-butyl]carbamate